OC1=C(C=CC=C1)C=1C=C2C(=NN1)NC[C@H]1N2CCN(C1)C1=NC=CC(=N1)C1CCN(CC1)C1CC2(CC(C2)C(=O)OC)C1 (R)-methyl 6-(4-(2-(2-(2-hydroxyphenyl)-6a,7,9,10-tetrahydro-5H-pyrazino[1',2':4,5]pyrazino[2,3-c]pyridazin-8(6H)-yl)pyrimidin-4-yl)piperidin-1-yl)spiro[3.3]heptane-2-carboxylate